Cl.C1(CC1)OC=1C=C2CNCC2=CC1 5-cyclopropyloxyisoindoline hydrochloride